(6S)-N'-((1,2,3,5,6,7-hexahydro-s-indacen-4-yl)carbamoyl)-6-(methylamino)-5,6,7,8-tetrahydropyrazolo[5,1-b][1,3]oxazepine-3-sulfonimidamide C1CCC2=C(C=3CCCC3C=C12)NC(=O)N=S(=O)(N)C=1C=NN2C1OC[C@H](CC2)NC